C1N(CC2=CC=CC=C12)C(=O)NC1=CC=C(C=C1)C1CCC(CC1)NS(=O)(=O)NC(OC(C)(C)C)=O TERT-BUTYL (N-(4-(4-(ISOINDOLINE-2-CARBOXAMIDO)PHENYL)CYCLOHEXYL) SULFAMOYL)CARBAMATE